FC1=C2C=3C(=CN(C3C(=C1)F)C(C(C)(C)C)=O)CCC2=O 6,8-difluoro-1-pivaloyl-3,4-dihydrobenzo[cd]indol-5(1H)-one